C[C@@H]1N(CCOC1)C=1N=C(C2=C(N1)N=C(C=C2)C=2C=CC(=C(C2)CO)OC)N2[C@H](COCC2)C 5-[2,4-Bis[(3S)-3-methyl-4-morpholinyl]pyrido[2,3-d]pyrimidin-7-yl]-2-methoxybenzenemethanol